rac-3-methyl-1-(pyridin-2-yl)butane-1-amine CC(C[C@@H](N)C1=NC=CC=C1)C |r|